2-(2,5-dimethoxyphenyl)-4-[[phenylsulfonyl]oxy]-5-amino-3(2H)-furanone COC1=C(C=C(C=C1)OC)C1OC(=C(C1=O)OS(=O)(=O)C1=CC=CC=C1)N